O[C@@]1([C@@H](CCC1)C1=C(C(N(N=C1C1=CC=C(C=C1)OC(F)(F)F)C=1C=NC=CC1)=O)C(=O)N)C (cis)-2-hydroxy-2-methylcyclopentyl-3-oxo-2-(pyridin-3-yl)-6-[4-(trifluoromethoxy)phenyl]-2,3-dihydropyridazine-4-carboxamide